FC1(CN([C@@H]([C@@H](O1)C)CNC1=NC=C(C=C1)C(F)(F)F)C(=O)OC(C)(C)C)F tert-butyl (5R,6S)-2,2-difluoro-6-methyl-5-(((5-(trifluoromethyl)pyridin-2-yl)amino)methyl)morpholine-4-carboxylate